3-(2,5-dimethoxybenzyl)-8-((2,5-dimethoxybenzyl)thio)-1,7-dimethyl-1H-purine-2,6(3H,7H)-dione COC1=C(CN2C(N(C(C=3N(C(=NC23)SCC2=C(C=CC(=C2)OC)OC)C)=O)C)=O)C=C(C=C1)OC